CN1CCN(CC1)CCCC(=O)OCC1=CC(=CC(=C1)OCCCCCCCCCCCCCC)OCCCCCCCCCCCCCC 3,5-Bis(tetradecyloxy)benzyl 4-(4-methylpiperazin-1-yl)butanoate